5-(4-((tert-butoxycarbonyl)amino)-5-fluoropyridin-2-yl)-2-naphthoic acid C(C)(C)(C)OC(=O)NC1=CC(=NC=C1F)C1=C2C=CC(=CC2=CC=C1)C(=O)O